methyl (R)-9-(4-cyano-2-fluorophenyl)-7,10-dioxo-6-(4-(trifluoromethyl)benzyl)-2,6,9-triazaspiro[4.5]decane-2-carboxylate C(#N)C1=CC(=C(C=C1)N1CC(N([C@@]2(CCN(C2)C(=O)OC)C1=O)CC1=CC=C(C=C1)C(F)(F)F)=O)F